[Yb].[Er].[Si]=O silicon oxide erbium ytterbium